2-methoxy-4-(4-(methylthio)phenyl)-5H-indeno[1,2-b]pyridine-3-carbonitrile COC1=C(C(=C2C(=N1)C1=CC=CC=C1C2)C2=CC=C(C=C2)SC)C#N